BrC1=C(C(=C2C(NC=NC2=C1F)=O)F)Cl 7-bromo-6-chloro-5,8-difluoro-3H-quinazolin-4-one